4-[[3-(3-Hydroxyphenyl)-5-(trifluoromethyl)phenyl]methyl]piperazin OC=1C=C(C=CC1)C=1C=C(C=C(C1)C(F)(F)F)CN1CCNCC1